BrC1=CC2=C(N=C(N=C2)N[C@H]2CNC(C2)=O)N(C1=O)C (R)-6-bromo-8-methyl-2-((5-oxopyrrolidin-3-yl)amino)pyrido[2,3-d]pyrimidin-7(8H)-one